(4-Cyano-morpholin-3-yl)-acetic acid methyl ester COC(CC1N(CCOC1)C#N)=O